Br.BrCCNC(C)(C)C 2-bromo-N-tert-butylethylamine hydrobromide